C1(CCCCC1)NC1=N\C(\C(N1C)=O)=C/C=1C=C2C=CN=CC2=CC1 (5Z)-2-(Cyclohexylamino)-3-methyl-5-(isoquinolin-6-ylmethylene)imidazol-4-one